ClC=1C=CC2=C(N=C(O2)C=2C(OC3=CC=CC=C3C2)=O)C1 3-(5-chloro-benzoxazol-2-yl)coumarin